CC1=C(N=NC(=C1C)N1CC=2C=C(C=NC2CC1)C)C(=O)NC1=CC=NC=C1 4,5-dimethyl-6-(3-methyl-7,8-dihydro-1,6-naphthyridin-6(5H)-yl)-N-(pyridin-4-yl)pyridazine-3-carboxamide